Methyl 5-(azetidin-3-yl-(2-chloro-3-fluorophenyl)methoxy)pyrimidine-2-carboxylate N1CC(C1)C(OC=1C=NC(=NC1)C(=O)OC)C1=C(C(=CC=C1)F)Cl